diphenyliodonium 9,10-dimethoxyanthracene-2-sulfonate COC=1C2=CC=CC=C2C(=C2C=CC(=CC12)S(=O)(=O)[O-])OC.C1(=CC=CC=C1)[I+]C1=CC=CC=C1